methyl 2-[(4-bromo-2,3-difluoro-6-nitrophenyl)amino]propanoate BrC1=C(C(=C(C(=C1)[N+](=O)[O-])NC(C(=O)OC)C)F)F